methyl 3-((1-(5-((tert-butoxycarbonyl)amino)pentyl)-5-((4-methylpiperazin-1-yl)methyl)-1H-benzo[d]imidazol-2-yl)carbamoyl)benzoate C(C)(C)(C)OC(=O)NCCCCCN1C(=NC2=C1C=CC(=C2)CN2CCN(CC2)C)NC(=O)C=2C=C(C(=O)OC)C=CC2